7-bromo-2-(2,3-dichlorophenyl)imidazo[1,2-a]Pyridine BrC1=CC=2N(C=C1)C=C(N2)C2=C(C(=CC=C2)Cl)Cl